ClC1=C(C=2N(C(=C1)C)N=CN2)NC2=C(C(=CC=C2Cl)OC)C 7-chloro-N-(6-chloro-3-methoxy-2-methylphenyl)-5-methyl-[1,2,4]triazolo[1,5-a]pyridin-8-amine